C1(CC1)S(=O)(=O)NC1=CC=C(OC2CN(C2)C=2C(=C(C(=O)OC)C=CC2)N2C=CC=C2)C=C1 Methyl 3-(3-(4-(cyclopropylsulfonamido)phenoxy) azetidin-1-yl)-2-(1H-pyrrol-1-yl)benzoate